C1(CC1)CC1=NN(C2=C1C=NC(=C2)NC(C)=O)C2OCCCC2 N-(3-(Cyclopropylmethyl)-1-(tetrahydro-2H-pyran-2-yl)-1H-pyrazolo[4,3-c]pyridin-6-yl)acetamide